C(N1CC2(CNC2)CC1)([2H])([2H])[2H] 6-(Methyl-d3)-2,6-diazaspiro[3.4]octane